6-chloro-N-(4-fluorophenyl)-1H-pyrazolo[3,4-d]pyrimidin-3-amine ClC1=NC=C2C(=N1)NN=C2NC2=CC=C(C=C2)F